4-(4-(3,8-diazabicyclo[3.2.1]octan-3-yl)-8-fluoro-2-((1-methyl-1,5,6,8-tetrahydropyrazolo[4,3-a]-pyrrolizin-3b(4H)-yl)methoxy)pyrido[4,3-d]-pyrimidin-7-yl)-5,6-difluoronaphthalen-2-ol C12CN(CC(CC1)N2)C=2C1=C(N=C(N2)OCC23CCCN3CC3=C2C=NN3C)C(=C(N=C1)C1=CC(=CC3=CC=C(C(=C13)F)F)O)F